C(CCCCC(=O)[O-])(=O)OC1=C(C(=C(C(=C1)C)C(COC(CCCCCCCCCCCCCCC)=O)COC(CCCCCCCCCCCCCCC)=O)C)C(C)(CCO)C 1,3-Bis(palmitoyloxy)propan-2-yl(2-(4-hydroxy-2-methylbutan-2-yl)-3,5-dimethylphenyl) adipate